Racemic-3-(isoquinolin-4-yl)-1-(3-methyl-6-(trifluoromethyl)pyridin-2-yl)-2-oxoimidazolidine-4-carbonitrile C1=NC=C(C2=CC=CC=C12)N1C(N(C[C@@H]1C#N)C1=NC(=CC=C1C)C(F)(F)F)=O |r|